1-(5-(6-chloro-5-methoxy-1-methyl-3-(1H-pyrazol-4-yl)-1H-pyrrolo[3,2-b]pyridin-2-yl)-4H-1,2,4-triazol-3-yl)-2-methoxy-N,N-dimethylethan-1-amine ClC=1C=C2C(=NC1OC)C(=C(N2C)C=2NC(=NN2)C(COC)N(C)C)C=2C=NNC2